pentaethyleneglycol bis(p-toluenesulfonate) CC1=CC=C(C=C1)S(=O)(=O)OCCOCCOCCOCCOCCOS(=O)(=O)C1=CC=C(C)C=C1